C(C)(C)(C)OC(N(S(=O)(=O)C)C1=C(C=C(C=C1)OC)CBr)=O [2-(bromomethyl)-4-methoxy-phenyl]-N-methanesulfonyl-carbamic acid tert-butyl ester